6-(2-chlorophenyl)-5-[4-[(3S)-1-(3-fluoropropyl)pyrrolidin-3-yl]oxyphenyl]-8,9-dihydro-7H-benzo[7]annulene-2-carboxylic acid ClC1=C(C=CC=C1)C1=C(C2=C(CCC1)C=C(C=C2)C(=O)O)C2=CC=C(C=C2)O[C@@H]2CN(CC2)CCCF